CC1OC=2C=C(C=CC2C=2C=NC(=CC21)NC=2C=C(C=NC2)N2C(N(CC2)CC=2C=C(C=CC2)NC(CNC(OC(C)(C)C)=O)=O)=O)N2C(CCC2)=O tert-butyl (2-((3-((3-(5-((5-methyl-8-(2-oxopyrrolidin-1-yl)-5H-chromeno[4,3-c]pyridin-3-yl)amino)pyridin-3-yl)-2-oxoimidazolidin-1-yl)methyl)phenyl)amino)-2-oxoethyl)carbamate